ClC=1C=C(C(=NC1)NC)S(=O)(=O)NC1=C(C(=C(C=C1)F)C#C)F 5-chloro-N-(3-ethynyl-2,4-difluorophenyl)-2-(methylamino)pyridine-3-sulfonamide